(E)-N1-[(6-Chloropyridin-3-yl)methyl]-N1-ethyl-N'1-methyl-2-nitroethene-1,1-diamine ClC1=CC=C(C=N1)CN(\C(=C\[N+](=O)[O-])\NC)CC